1-(2-chloro-5-methyl-4-pyridinyl)-N-[5-chloro-6-(triazol-2-yl)-3-pyridinyl]-5-(trifluoromethyl)pyrazole-4-carboxamide t-butyl-Leucinate C(C)(C)(C)N[C@@H](CC(C)C)C(=O)O.ClC1=NC=C(C(=C1)N1N=CC(=C1C(F)(F)F)C(=O)NC=1C=NC(=C(C1)Cl)N1N=CC=N1)C